ethyl 3-chloro-4-(1,3-dioxoisoindolin-2-yl)-5,6-difluoropicolinate ClC=1C(=NC(=C(C1N1C(C2=CC=CC=C2C1=O)=O)F)F)C(=O)OCC